ClC=1C=C(C=CC1Cl)C(CN1C(N(C2=C1C=CC=C2)CC=2N=NN(C2)CC2=CC(=CC=C2)C)=N)O 1-(3,4-dichlorophenyl)-2-(2-imino-3-((1-(3-methylbenzyl)-1H-1,2,3-triazol-4-yl)methyl)-2,3-dihydro-1H-benzo[d]imidazol-1-yl)ethan-1-ol